C[C@H](CN)CC (S)-2-methyl-1-butylamine